ClC1=CC=C(CN2C3(CCN(C3)C3=NC=NC=C3)C(N(CC2=O)C(C)C)=O)C=C1 6-(4-chlorobenzyl)-9-isopropyl-2-(pyrimidin-4-yl)-2,6,9-triazaspiro-[4.5]decane-7,10-dione